(5aS,6R,11bS)-14-(cyclopropylmethyl)-10-methoxy-3-(2-(thiophen-2-yl)ethyl)-2,3,4,5,6,7-hexahydro-6,11b-(epiminoethano)naphtho[1,2-d]azepin-5a(1H)-ol C1(CC1)CN1CC[C@]23CCN(CC[C@]2([C@H]1CC1=CC=C(C=C13)OC)O)CCC=1SC=CC1